2,5-dichloro-N-(2-(pyrrolidin-1-yl)pyridin-3-yl)pyrimidin-4-amine ClC1=NC=C(C(=N1)NC=1C(=NC=CC1)N1CCCC1)Cl